C1(CC1)[C@@]1(NC(NC1=O)=O)CNC(=O)C1=NN(N=C1)C1=NC=C(C=C1)F N-{[(4R)-4-cyclopropyl-2,5-dioxoimidazolidin-4-yl]methyl}-2-(5-fluoropyridin-2-yl)-2H-1,2,3-triazole-4-carboxamide